tert-butyl (3S,5R)-3-[[4-(7-methylsulfonyl-1H-indol-3-yl)-5-(trifluoromethyl)pyrimidin-2-yl]amino]-5-[(1-prop-2-enoyl-4-piperidyl)methoxy]piperidine-1-carboxylate CS(=O)(=O)C=1C=CC=C2C(=CNC12)C1=NC(=NC=C1C(F)(F)F)N[C@@H]1CN(C[C@@H](C1)OCC1CCN(CC1)C(C=C)=O)C(=O)OC(C)(C)C